7-methyl-9-(1-(phenylamino)ethyl)-2-(piperidin-1-yl)-4H-pyrido[1,2-a]pyrimidin-4-one CC=1C=C(C=2N(C(C=C(N2)N2CCCCC2)=O)C1)C(C)NC1=CC=CC=C1